Ethyl 4-((3-bromo-4-fluorophenyl) amino)-7-fluoro-1H-indole-2-carboxylate BrC=1C=C(C=CC1F)NC1=C2C=C(NC2=C(C=C1)F)C(=O)OCC